FC1=C(C(=CC=C1)F)[C@@H]1C[C@@H](C=2N1N=C(N2)S(=O)(=O)C(F)(F)F)F (5S,7S)-5-(2,6-difluorophenyl)-7-fluoro-2-(trifluoromethylsulfonyl)-6,7-dihydro-5H-pyrrolo[1,2-b][1,2,4]triazole